CCCC(C\C=C/CCCC\C=C/CCCCC)C1(OCC(O1)CCCN(C)C)C(CCC)C\C=C/CCCC\C=C/CCCCC 3-((S)-2,2-di((6Z,12Z)-octadeca-6,12-dien-4-yl)-1,3-dioxolan-4-yl)-N,N-dimethylpropan-1-amine